3-{[7-(5-methyl-1,2,4-oxadiazol-3-yl)isoquinolin-1-yl]amino}-N-(1H-pyrazol-4-yl)propenamide CC1=NC(=NO1)C1=CC=C2C=CN=C(C2=C1)NC=CC(=O)NC=1C=NNC1